3-(5-Ethyl-1,3-thiazol-2-yl)-N-[(1R)-1-(6-methylpyridazin-3-yl)ethyl]-5-[(2R)-tetrahydrofuran-2-ylmethoxy]benzamide titanium(IV) tetra(butoxide) [O-]CCCC.[O-]CCCC.[O-]CCCC.[O-]CCCC.[Ti+4].C(C)C1=CN=C(S1)C=1C=C(C(=O)N[C@H](C)C=2N=NC(=CC2)C)C=C(C1)OC[C@@H]1OCCC1